C([O-])([O-])=O.[Zr+4].C([O-])([O-])=O zirconium carbonate